3-(1-(Benzo[4,5]imidazo[1,2-a]pyridin-3-yl)piperidin-4-yl)propan-1-ol C1=CC(=CC=2N1C1=C(N2)C=CC=C1)N1CCC(CC1)CCCO